Cl.S1C(=CC2=C1C=CC=C2)[C@@H](C)N(C(=O)N)OC(CN(CC)CC)=O |r| (RS)-N-[1-(1-benzothiophen-2-yl)ethyl]-N-(2-diethylaminoacetoxy)urea hydrochloride